N1=C(C=C2N1C=CC=C2)COC2=CC=CC(=N2)C2=CCN(C=C2)C(=O)OC(C)(C)C tert-butyl 4-(6-(pyrazolo[1,5-a]pyridin-2-ylmethoxy)pyridin-2-yl)pyridine-1-carboxylate